CC(C)(C(=O)OCCSSCCOC(=O)C(C)(C)Br)Br bis[2-(2'-bromoisobutyryloxy)ethyl]Disulfide